2-((hexahydro-1H-pyrrolizin-7a-yl)methoxy)-4-methoxy-7-(8-methylnaphthalen-1-yl)-5,6,7,8-tetrahydropyrido[3,4-d]pyrimidine C1CCN2CCCC12COC=1N=C(C2=C(N1)CN(CC2)C2=CC=CC1=CC=CC(=C21)C)OC